3-bromo-2-fluoro-6-methoxy-benzaldehyde BrC=1C(=C(C=O)C(=CC1)OC)F